ClC1=CC=2OCCN(C2N=N1)C1C(CCCC1)O 2-(3-chloro-6,7-dihydropyridazino[4,3-b][1,4]oxazin-8-yl)cyclohexanol